C(C)(C)(C)C=1C(=C(C=C(C1)CCC(=O)OCC(CCCC)CC)N1N=C2C(=N1)C=CC=C2)O 2-(3'-tert-butyl-5'-[2-(2-ethylhexyloxy)carbonylethyl]-2-hydroxyphenyl)benzotriazole